[C@H]12N(C[C@H](NC1)C2)C2=C(C=C(C=C2)F)NC(=O)C=2C(=C(C=CC2)C2=C(C=CC=C2OC)F)F N-(2-((1R,4R)-2,5-diazabicyclo[2.2.1]heptan-2-yl)-5-fluorophenyl)-2,2'-difluoro-6'-methoxy-[1,1'-biphenyl]-3-carboxamide